1-[3-(dimethylcarbamoyl)-2-fluoro-phenyl]-6-oxo-4-(trifluoromethylsulfonyloxy)pyridazine-3-carboxylic acid methyl ester COC(=O)C1=NN(C(C=C1OS(=O)(=O)C(F)(F)F)=O)C1=C(C(=CC=C1)C(N(C)C)=O)F